FC1=C(COC2=C(C(N(C(=C2)C)CC2=NC=CC=C2)=O)Br)C=C(C(=C1)F)F 4-(2,4,5-trifluorobenzyloxy)-3-bromo-6-methyl-1-((pyridin-2-yl)methyl)pyridin-2(1H)-one